(S)-3-(4,4'-difluoro-2',5,6'-trimethyl-[1,1'-biphenyl]-3-yl)-3-((S)-2-(5-(2-(dimethylamino)ethyl)-2-oxo-4-(trifluoromethyl)pyridin-1(2H)-yl)-4-methylpentanamido)propanoic acid FC1=C(C=C(C=C1C)C1=C(C=C(C=C1C)F)C)[C@H](CC(=O)O)NC([C@H](CC(C)C)N1C(C=C(C(=C1)CCN(C)C)C(F)(F)F)=O)=O